C(C)(C)(C)OC(=O)N1[C@@H](CN([C@H](C1)COCCOCCOCCOCC1=CC=CC=C1)CC1=CC=CC=C1)C (2R,5R)-4-benzyl-2-methyl-5-(12-phenyl-2,5,8,11-tetraoxadodecyl)piperazine-1-carboxylic acid tert-butyl ester